(3-bromophenyl)-8-chloro-N-ethyl-[1,2,4]triazolo[4,3-a]quinazolin-5-amine BrC=1C=C(C=CC1)C1=NN=C2N1C1=CC(=CC=C1C(=N2)NCC)Cl